3-cyclopropyl-5-(1-methyl-5-(((tetrahydro-2H-pyran-2-yl)oxy)methyl)-1H-1,2,3-triazol-4-yl)pyrazin-2-ol C1(CC1)C=1C(=NC=C(N1)C=1N=NN(C1COC1OCCCC1)C)O